C1(CCC(CC1)CO)CO cyclohex-ane-1,4-dimethanol